5-((1r,3r)-3-(methoxymethyl)cyclobutoxy)benzo[d]oxazol COCC1CC(C1)OC=1C=CC2=C(N=CO2)C1